BrCC1=CC2=C(COB2O)C=C1F 6-(bromomethyl)-5-fluoro-3H-2,1-benzoxaborol-1-ol